ClC1=C(C=C(C=C1)C12N=C(OC1[C@H]([C@@H]([C@H](O2)CO)O)O)C)CC2=CC1=C(S2)C=CC=C1 (5R,6S,7S)-3a-(4-chloro-3-((benzo[b]thiophen-2-yl)methyl)phenyl)-5-(hydroxymethyl)-2-methyl-5,6,7,7a-tetrahydro-3aH-pyrano[2,3-d]oxazole-6,7-diol